C(CC)[S-].[Li+] lithium propanethiolate